CC1=CC=C(C=C1)S(=O)(=O)OC1=CC=C(C=C1)S(=O)(=O)[O-] 4-(4-toluenesulfonyloxy)benzenesulfonate